C(C)(=O)NC=1N=C2N(N=C(C=C2)C=2C=CC(=C(C(=O)NCC3=C(C=CC(=C3)C(F)(F)F)F)C2)C(F)(F)F)C1 5-{2-acetamidoimidazo[1,2-b]pyridazin-6-yl}-N-{[2-fluoro-5-(trifluoromethyl)phenyl]methyl}-2-(trifluoromethyl)benzamide